C(C1=CC=CC=C1)OC1=C2N=CN(C2=NC=N1)C1=CC(=NC=C1)C 6-(benzyloxy)-9-(2-methylpyridin-4-yl)-9H-purine